NC[C@H]1O[C@H]([C@H]2[C@@H]1OC(O2)(C)C)N2C1=NC=NC(=C1N=C2)N 9-((3aR,4R,6R,6aR)-6-(aminomethyl)-2,2-dimethyltetrahydrofuro[3,4-d][1,3]dioxol-4-yl)-9H-purin-6-amine